C(C)(C)(C)C=1C=C(CN(C(CN(S(=O)(=O)C2=C(C(=C(C(=C2F)F)F)F)F)CC2=C(C=CC=C2)F)=O)C=2C=C(C(=O)O)C=CC2N(C)C)C=C(C1)C1CC1 3-(N-(3-(tert-butyl)-5-cyclopropylbenzyl)-2-(N-(2-fluorobenzyl)-(2,3,4,5,6-pentafluoro-phenyl)sulfonamido)acetamido)-4-(dimethylamino)benzoic acid